6-(4-hydroxypiperidine-1-yl)pyridine-3-boronic acid pinacol ester OC1CCN(CC1)C1=CC=C(C=N1)B1OC(C)(C)C(C)(C)O1